N-p-toluenesulfonyl-L-(+)-glutamic acid monosodium salt monohydrate O.[Na+].CC1=CC=C(C=C1)S(=O)(=O)N[C@@H](CCC(=O)O)C(=O)[O-]